O1CC(CC1)OCC1=CC=C(C=C1)C(C)=O 1-(4-(((tetrahydrofuran-3-yl)oxy)methyl)phenyl)ethan-1-one